C1=CC=CC=2C3=CC=CC=C3C(C12)COC(=O)N([C@H](C(=O)O)CC=1C=C(C=CC1)C)C (2S)-2-[9H-fluoren-9-ylmethoxycarbonyl(methyl)amino]-3-(m-tolyl)propanoic acid